C[C@@]1(O[C@@H](CC1)C(C)(C)O)C=C trans-2-methyl-2-vinyl-5-(2-hydroxy-2-propyl)tetrahydrofuran